ClC1=CC2=C(N=N1)NC(N2C2CN(C2)C(=O)O)=O 3-{3-chloro-6-oxo-7H-imidazo[4,5-c]Pyridazin-5-yl}azetidine-1-carboxylic acid